3-[6-[[(1R)-1-(3,6-Dimethyl-4-oxo-2-phenyl-chromen-8-yl)ethyl]amino]-2,3-difluoro-phenyl]-4H-1,2,4-oxadiazol-5-one CC1=C(OC2=C(C=C(C=C2C1=O)C)[C@@H](C)NC1=CC=C(C(=C1C1=NOC(N1)=O)F)F)C1=CC=CC=C1